FC1=C(C=CC(=C1)F)C=1C=C2CCN[C@@H](C2=CC1)CNC=1C=NC=CC1C(=O)O 3-({[(1S)-6-(2,4-difluorophenyl)-1,2,3,4-tetrahydroisoquinolin-1-yl]methyl}amino)pyridine-4-carboxylic acid